ClC=1C=C(CN2C(C3=CC=C(C=C3C(C23CCCC3)C(=O)O)C3=C(C=CC=C3)C(C=C)O)=O)C=CC1Cl 2'-(3,4-dichlorobenzyl)-6'-(2-(1-hydroxyallyl)phenyl)-1'-oxo-1',4'-dihydro-2'H-spiro[cyclopentane-1,3'-isoquinoline]-4'-carboxylic acid